3-(Cyanomethyl)-5-(methylsulfonyl)benzoic acid methyl ester COC(C1=CC(=CC(=C1)S(=O)(=O)C)CC#N)=O